N-(5-(4-Ethylpiperazin-1-yl)pyridin-2-yl)-1-isobutyl-1H-[1,2,3]triazolo[4,5-h]quinazolin-8-amine C(C)N1CCN(CC1)C=1C=CC(=NC1)NC1=NC=2C3=C(C=CC2C=N1)N=NN3CC(C)C